C(C)(C)(C)C1NCC12CC(CC2)=O tert-butyl-6-oxo-2-azaspiro[3.4]octane